O[C@@H]1[C@H](O[C@@H]([C@H]([C@H]1O)O)CC=1N=NN(C1)CCOCCOCCOCCOCCC(OC1=C(C(=C(C(=C1F)F)F)F)F)=O)CCP(O)(O)=O (2-((2R,3S,4R,5S,6R)-3,4,5-trihydroxy-6-((1-(15-oxo-15-(perfluorophenoxy)-3,6,9,12-tetraoxapentadecyl)-1H-1,2,3-triazol-4-yl)methyl)tetrahydro-2H-pyran-2-yl)ethyl)phosphonic acid